ethyl rac-(1S,2S)-2-((benzyloxy)methyl)-1-(trifluoromethyl)cyclopropane-1-carboxylate C(C1=CC=CC=C1)OC[C@@H]1[C@@](C1)(C(=O)OCC)C(F)(F)F |r|